4-(4-((2,6-dioxopiperidin-3-yl)amino)phenyl)piperidine-1-carboxylic acid tert-butyl ester C(C)(C)(C)OC(=O)N1CCC(CC1)C1=CC=C(C=C1)NC1C(NC(CC1)=O)=O